C(C)(C)(C)OCCN(CCC(C(=O)O)NC(C1=C(C=CC=C1)Cl)=O)CCCCC1=NC=2NCCCC2C=C1 4-[2-tert-butoxyethyl-[4-(5,6,7,8-tetrahydro-1,8-naphthyridin-2-yl)butyl]amino]-2-[(2-chlorobenzoyl)amino]butanoic acid